(5-fluoropyridin-3-yl)-5-oxopyrrolidine-2-carboxamide FC=1C=C(C=NC1)N1C(CCC1=O)C(=O)N